C(C1=CC=CC=C1)[C@@]1([C@H](O)O[C@@H]([C@]1(O)CC1=CC=CC=C1)C(O)CC1=CC=CC=C1)O 2,3,5-tribenzyl-beta-ribose